C(C1=CC=CC=C1)NC(N([C@@H]1CC[C@H](CC1)NC1=NC=C(C(=N1)OCC1OCC1)C(F)(F)F)C1=NC=C(N=C1)C=1C=NC(=NC1)OC)=O 3-benzyl-1-(5-(2-methoxypyrimidin-5-yl)pyrazin-2-yl)-1-(trans-4-((4-((oxetan-2-yl)methoxy)-5-(trifluoromethyl)pyrimidin-2-yl)amino)cyclohexyl)urea